2,6-di-t-butyl-4-phenylphenol C(C)(C)(C)C1=C(C(=CC(=C1)C1=CC=CC=C1)C(C)(C)C)O